CNC=1N=CC(=C2C=C(N=CC12)NC(=O)C1CC1)C=1OC2=C(N1)C=C(C=C2)OC2=CC=NC=C2 N-(8-(methylamino)-5-(5-(pyridin-4-yloxy)benzo[d]oxazol-2-yl)-2,7-naphthyridin-3-yl)cyclopropanecarboxamide